(R)-2-(5-(((1-(2,5-difluoropyridin-3-yl)ethoxy)carbonyl)amino)-1-methyl-1H-pyrazol-4-yl)pyrimidine-5-carboxylic acid FC1=NC=C(C=C1[C@@H](C)OC(=O)NC1=C(C=NN1C)C1=NC=C(C=N1)C(=O)O)F